ClC=1C=C(C=CC1)NC1=C(C=CC=C1C)C N-(3-chlorophenyl)-2,6-dimethyl-aniline